C12CC=C(N1)C=C1C=CC(=N1)C=C1C=CC(N1)=CC=1C=CC(N1)=C2 dihydroporphin